OC1=CC=C2CCCC3(CCC=4C(=NC(=NC4C3)OC[C@H]3NCCC3)N3C[C@@H](NCC3)CC#N)C2=C1 2-((2S)-4-(7-Hydroxy-2'-(((S)-pyrrolidin-2-yl)methoxy)-3,4,5',8'-tetrahydro-2H,6'H-spiro[naphthalene-1,7'-quinazolin]-4'-yl)piperazin-2-yl)acetonitrile